2-Bromo-1-bromomethyl-4-fluoro-benzene BrC1=C(C=CC(=C1)F)CBr